C12N(CC(NC1)CC2)C=2C1=C(N=C(N2)OC([2H])([2H])[C@H]2N(CCC2)C)C(N(C=C1)C1=CC(=CC2=CC=C(C(=C12)F)F)O)=O 4-(2,5-Diazabicyclo[2.2.2]octan-2-yl)-7-(7,8-difluoro-3-hydroxynaphthalen-1-yl)-2-(((S)-1-methylpyrrolidin-2-yl)methoxy-d2)pyrido[3,4-d]pyrimidin-8(7H)-one